Cl.N[C@@H](CC1=CN(C2=CC=CC=C12)CC(=O)O)C(=O)OCC1=CC(=NC(=C1)Cl)Cl (S)-2-(3-(2-Amino-3-((2,6-dichloropyridin-4-yl)methoxy)-3-oxopropyl)-1H-indol-1-yl)acetic acid hydrochloride